tert-Butyl((1-((1-(2,2-dimethyl-1,3-dioxolan-4-yl)cyclopropyl)sulfonyl)cyclopropyl)methoxy)diphenylsilane C(C)(C)(C)[Si](C1=CC=CC=C1)(C1=CC=CC=C1)OCC1(CC1)S(=O)(=O)C1(CC1)C1OC(OC1)(C)C